FC=1C=CC2=C(CC(CC=3N2C(=NN3)[C@@H]3CC[C@H](CC3)OC3=NC=CC=C3)NC(OC(C)(C)C)=O)C1 Tert-butyl {8-fluoro-1-[trans-4-(pyridin-2-yloxy)cyclohexyl]-5,6-dihydro-4H-[1,2,4]triazolo[4,3-a][1]benzazepin-5-yl}carbamate